Butyl-3-hydroxy-3-phenylazetidine-1-carboxylate C(CCC)OC(=O)N1CC(C1)(C1=CC=CC=C1)O